tert-butyl (2-(cyclopentylamino)ethyl)(methyl)carbamate C1(CCCC1)NCCN(C(OC(C)(C)C)=O)C